N-(3-(3-(4-(dimethylamino)butanamido)-4-methylphenoxy)-5-(3,5-dimethylisoxazol-4-yl)phenyl)cyclopropanecarboxamide CN(CCCC(=O)NC=1C=C(OC=2C=C(C=C(C2)C=2C(=NOC2C)C)NC(=O)C2CC2)C=CC1C)C